CC(C(=O)NC1=C(C=NC=C1)C(C(F)F)(O)C(C(=O)OC(C)(C)C)CC(=O)OC(C)(C)C)(C)C 1,4-di-tert-butyl 2-{1-[4-(2,2-dimethylpropanamido)pyridin-3-yl]-2,2-difluoro-1-hydroxyethyl}butanedioate